3-((3S,6R)-6-((dimethylamino)methyl)tetrahydro-2H-pyran-3-yl)-1-(2-fluoro-4-phenoxyphenyl)imidazo[1,5-a]pyrazin-8-amine CN(C)C[C@H]1CC[C@H](CO1)C1=NC(=C2N1C=CN=C2N)C2=C(C=C(C=C2)OC2=CC=CC=C2)F